C(C)OC(=O)N1CC2(C1)CC(CC2)N2CCN(CC2)C2=NC=CC=C2C2=NC=CN=C2C 6-{4-[3-(3-methylpyrazin-2-yl)pyridin-2-yl]piperazin-1-yl}-2-azaspiro[3.4]octane-2-carboxylic acid ethyl ester